C(C)(=O)OCC(Br)(F)F 2,2-difluoro-2-bromoethyl acetate